(R)-3-((1-ethylpiperidin-3-yl)amino)-6-(4-ethynyl-2-hydroxyphenyl)-4-methyl-1,2,4-triazine-5(4H)-one C(C)N1C[C@@H](CCC1)NC1=NN=C(C(N1C)=O)C1=C(C=C(C=C1)C#C)O